tetra-normal octylammonium chloride [Cl-].C(CCCCCCC)[N+](CCCCCCCC)(CCCCCCCC)CCCCCCCC